(S)-N-(5-(2-amino-[1,2,4]triazolo[1,5-a]pyridin-6-yl)-2-methylpyridin-3-yl)-3-(3-(dimethylamino)phenyl)isooxazolidine-2-carboxamide NC1=NN2C(C=CC(=C2)C=2C=C(C(=NC2)C)NC(=O)N2OCC[C@H]2C2=CC(=CC=C2)N(C)C)=N1